C(#N)C=1C=CC(=C2C=CC=NC12)N1C[C@H](O[C@@H](C1)C)[C@@H](CCC1=CC=CC=C1)CS(=O)(=O)[O-] (R)-1-((2R,6R)-4-(8-cyanoquinolin-5-yl)-6-methylmorpholin-2-yl)-3-phenylpropylmethane-sulfonate